COC1=CC(=NC=C1)C=1N=C(C2=C(N1)CCC2)N(CC(=O)O)C N-(2-(4-methoxypyridin-2-yl)-6,7-dihydro-5H-cyclopenta[d]pyrimidin-4-yl)-N-methylglycine